FC1=C(CN2CC(C2)C(=O)O)C=CC(=C1)C1=NOC(=N1)C1=CC=C(C=C1)CC(C)C 1-{2-fluoro-4-[5-(4-isobutylphenyl)-1,2,4-oxadiazole-3-yl]-benzyl}-3-azetidinecarboxylic acid